ClC1=CC=C(C=C1)C1=NN(C(C1)C1=C(C=C(C=C1)OC)OC)C(CCC(=O)O)=O 4-(3-(4-Chlorophenyl)-5-(2,4-dimethoxyphenyl)-4,5-dihydro-1H-pyrazol-1-yl)-4-oxobutanoic acid